C(C=C)(=O)N1C[C@@H]2COC3=C(C(N2CC1)=O)C(=NC(=C3Cl)C3=C(C=CC=C3O)F)N3C(CCC3)=O (6aR)-8-acryloyl-4-chloro-3-(2-fluoro-6-hydroxyphenyl)-1-(2-oxopyrrolidin-1-yl)-6,6a,7,8,9,10-hexahydro-12H-pyrazino[2,1-c]pyrido[3,4-f][1,4]oxazepin-12-one